1-(8-bromo-3-methylene-3,4-dihydropyrido[3,2-b][1,4]oxazepin-5(2H)-yl)ethan-1-one isopentanyl-diphosphate C(CC(C)C)OP(O)(=O)OP(=O)(O)O.BrC1=CC=2OCC(CN(C2N=C1)C(C)=O)=C